N.S(=O)(=O)(Cl)Cl sulfonyl chloride compound with ammonia